(3E,13E)-3,13-octadecadien-1-ol C(C\C=C\CCCCCCCC\C=C\CCCC)O